C1(CC1)N1N=CC(=C1)[C@@H]1CN(C[C@H](O1)C)C1=NC2=NC(=CN=C2C(=N1)C12CC(C1)(C2)C(F)(F)F)C (2R,6R)-2-(1-cyclopropyl-1H-pyrazol-4-yl)-6-methyl-4-(7-methyl-4-(3-(trifluoromethyl)bicyclo[1.1.1]pentan-1-yl)pteridin-2-yl)morpholine